COC1=C(COC=2C=C3CCC(=C(C3=CC2)C)CN2CC(C2)C(=O)O)C=CC(=C1)CCC 1-({6-[(2-Methoxy-4-propylbenzyl)oxy]-1-methyl-3,4-dihydro-2-naphthalenyl}methyl)-3-azetidinecarboxylic acid